NCC(C)OC1=NC2=CC(=CC=C2C(=N1)N1C[C@H]2CC[C@@H](C1)N2)C2=CC(=CC1=CC=CC=C21)O 4-(2-((1-aminopropan-2-yl)oxy)-4-((1R,5S)-3,8-diazabicyclo[3.2.1]octan-3-yl)quinazolin-7-yl)naphthalen-2-ol